N1=COCC12CCNCC2 3-oxa-1,8-diazaspiro[4.5]Dec-1-ene